rac-(3R,4R)-1-(2-methyl-cyclopentyl)-4-{[1-(2,4-difluoro-phenyl)-1H-[1,2,3]triazole-4-carbonyl]-amino}-piperidine-3-carboxylic acid CC1C(CCC1)N1C[C@H]([C@@H](CC1)NC(=O)C=1N=NN(C1)C1=C(C=C(C=C1)F)F)C(=O)O |r|